BrC1=CC=C(C=C1)C=1CCC(CC1)CC(=O)OCC ethyl 2-(4'-bromo-2,3,4,5-tetrahydro-[1,1'-biphenyl]-4-yl)acetate